methyleneoleic acid C=C(C(=O)O)CCCCCC\C=C/CCCCCCCC